2-(5,5-diphenylbenzo[b][1]benzosilol-2-yl)-4,4,5,5-tetramethyl-1,3,2-dioxaborolane C1(=CC=CC=C1)[Si]1(C2=C(C3=C1C=CC=C3)C=C(C=C2)B2OC(C(O2)(C)C)(C)C)C2=CC=CC=C2